2-(3,3-dimethyl-1-phenylbutyl)pyridine CC(CC(C1=CC=CC=C1)C1=NC=CC=C1)(C)C